(NE,R)-N-[1-(7-fluoro-3,6-dimethyl-2-morpholino-4-oxo-quinazolin-8-yl)ethylidene]-2-methyl-propane-2-sulfinamide FC1=C(C=C2C(N(C(=NC2=C1\C(\C)=N\[S@](=O)C(C)(C)C)N1CCOCC1)C)=O)C